NC(C[C@@H]1C(N2C(N(O1)C(=O)OCCC(C)C)CN(C([C@@H]2CC(C)C)=O)CCC2=CC=CC=C2)=O)=O isopentyl (3R,6S)-3-(2-amino-2-oxoethyl)-6-isobutyl-4,7-dioxo-8-phenethylhexahydropyrazino[2,1-c][1,2,4]oxadiazine-1(6H)-carboxylate